6-({3-[5-(1,3-Dioxolan-2-yl)pyridin-2-yl]-2-methoxyphenyl}amino)-N-isopropyl-8-{[(4-methoxyphenyl)methyl](methyl)amino}imidazo[1,2-b]pyridazine-3-carboxamide O1C(OCC1)C=1C=CC(=NC1)C=1C(=C(C=CC1)NC=1C=C(C=2N(N1)C(=CN2)C(=O)NC(C)C)N(C)CC2=CC=C(C=C2)OC)OC